(S)-3-methyl-N-(2,5-diaminopentyl)-5-(4-fluorophenyl)-1H-indole-2-carboxamide hydrogen chloride salt Cl.CC1=C(NC2=CC=C(C=C12)C1=CC=C(C=C1)F)C(=O)NC[C@H](CCCN)N